CN(C1=CC2=C([C@@H](CCO2)CNC=2C=NC=CC2C(=O)O)C=C1)C1=CC(=CC=C1)C 3-({[(4R)-7-[methyl-(3-methylphenyl)amino]-3,4-dihydro-2H-1-benzopyran-4-yl]methyl}amino)pyridine-4-carboxylic acid